(S)-1-(2-(4-(2-(3,4-dimethoxyphenyl)-3-isopropyl-1H-indol-5-yl)piperidin-1-yl)-2-oxoethyl)-N-isopropyl-N-methylpiperidine-3-carboxamide COC=1C=C(C=CC1OC)C=1NC2=CC=C(C=C2C1C(C)C)C1CCN(CC1)C(CN1C[C@H](CCC1)C(=O)N(C)C(C)C)=O